NC1=C2C(=NC=N1)N(N=C2C2=CC=C(C=C2)OC2=CC=CC=C2)C2CCN(CC2)C2CN(CC2)CCCC#CC2=CC=C(C=C2)N2C(NC(CC2)=O)=O 1-(4-(5-(3-(4-(4-amino-3-(4-phenoxyphenyl)-1H-pyrazolo[3,4-d]pyrimidin-1-yl)piperidin-1-yl)pyrrolidin-1-yl)pent-1-yn-1-yl)phenyl)dihydropyrimidine-2,4(1H,3H)-dione